8-bromo-4-ethyl-1,2,3,4-tetrahydropyrazino[1,2-b]indazole BrC=1C=CC2=C3N(N=C2C1)C(CNC3)CC